N1N=CC(=C1)S(=O)(=O)C1=NN(C(C2=CC=CC=C12)=O)CC1=CC=C2C(=N1)CCO2 (1H-pyrazol-4-ylsulfonyl)-2-((2,3-dihydrofuro[3,2-b]pyridin-5-yl)methyl)phthalazin-1(2H)-one